C(C1=CC=CC=C1)N1CCC(CC1)OC=1C=C2C=CN=C(C2=CC1)NC=1C=NC(=CC1)Cl 6-((1-benzylpiperidin-4-yl)oxy)-N-(6-chloropyridin-3-yl)isoquinolin-1-amine